benzylidene-camphene-2-one methyl-sulfate COS(=O)(=O)O.C(C1=CC=CC=C1)=C1C2=CC(C(C1)(C2(C)C)C)=O